4-(1-(4,4-Difluorocyclohexyl)-5-fluoro-4-hydroxy-2-(1-hydroxy-2-methylpropan-2-yl)-1H-indol-3-yl)benzoic acid FC1(CCC(CC1)N1C(=C(C2=C(C(=CC=C12)F)O)C1=CC=C(C(=O)O)C=C1)C(CO)(C)C)F